ClC1=C(C=CC=C1NC=1C=NC(=CC1)OC(F)F)[C@]1(N/C(/N(C(C1)=O)[C@H]1C[C@@H](OCC1)C)=N\C(OC(C)(C)C)=O)C |&1:25,27| tert-Butyl (NE)-N-[(4S)-4-(2-chloro-3-{[6-(difluoromethoxy)pyridin-3-yl]amino}phenyl)-4-methyl-1-[(2SR,4RS)-2-methyltetrahydropyran-4-yl]-6-oxohexahydropyrimidin-2-ylidene]carbamate